Ethyl 7-((3-iodo-6-methyl-5,5-dioxido-6,11-dihydrodibenzo[c,f][1,2]thiazepin-11-yl)amino)heptanoate IC1=CC2=C(C(C3=C(N(S2(=O)=O)C)C=CC=C3)NCCCCCCC(=O)OCC)C=C1